1-butyl-3-ethyl-4-methyl-imidazolium chloride [Cl-].C(CCC)N1C=[N+](C(=C1)C)CC